C/C(/C=C)=C/CC=C(C)C (Z)-3,7-dimethylocta-1,3,6-triene